NC=1C(=NC(=C(N1)F)C1=CC(=C(C=C1)N1C[C@@H](OCC1)C)CN1CCC1)C=1C=C2CCNC(C2=CC1)=O (S)-6-(3-amino-6-(3-(azetidin-1-ylmethyl)-4-(2-methylmorpholino)phenyl)-5-fluoropyrazin-2-yl)-3,4-dihydroisoquinolin-1(2H)-one